NC1=C(C=C(N=N1)C1=C(C=CC=C1)O)OCCC1=CC(=CC=C1)OCCN1CCNCC1 2-(6-amino-5-(3-(2-(piperazin-1-yl)ethoxy)phenethoxy)pyridazin-3-yl)phenol